C1(CC1)C1=NC=NC(=C1C1=NC(=C2NC(=NC2=N1)C)N(C)CC1=CC=C(C=C1)C=1N(C=C(N1)C(F)(F)F)C(C)C)OC 2-(4-cyclopropyl-6-methoxypyrimidin-5-yl)-N-(4-(1-isopropyl-4-(trifluoromethyl)-1H-imidazol-2-yl)benzyl)-N,8-dimethyl-7H-purin-6-amine